methyl 8-[1-methyl-7-[4-(4-methylpiperazin-1-yl)anilino]-2-oxo-4H-pyrimido[4,5-d]pyrimidin-3-yl]-4-oxo-1,2,3,6,7,8,9,9a-octahydroquinolizine-3-carboxylate CN1C(N(CC=2C1=NC(=NC2)NC2=CC=C(C=C2)N2CCN(CC2)C)C2CCN1C(C(CCC1C2)C(=O)OC)=O)=O